chloro-4-hydroxy-1,5-naphthyridine-3-carboxylic acid ClC1=NC2=CC=CN=C2C(=C1C(=O)O)O